(R)-3-((7-Ethyl-6-oxo-5,6-dihydro-1,5-naphthyridin-3-yl)methyl)-N,6-dimethyl-2,3,4,4a,5,6-hexahydro-1H-pyrazino[1,2-a]pyrido[2,3-e]pyrazine-8-carboxamide C(C)C=1C(NC=2C=C(C=NC2C1)CN1C[C@H]2N(C3=C(N(C2)C)N=C(C=C3)C(=O)NC)CC1)=O